N'-((2,3-dimethyl-6,7-dihydro-5H-cyclopenta[b]pyridin-4-yl)carbamoyl)-2-(2-hydroxypropan-2-yl)thiazole-5-sulfonimidamide CC1=C(C(=C2C(=N1)CCC2)NC(=O)N=S(=O)(N)C2=CN=C(S2)C(C)(C)O)C